C(C)(C)(C)OC(=O)N1CCC(CC1)COC=1C=NC(=CC1C#N)CCl.SCC1=C(C(=CC=C1)CS)CS 1,2,3-tris-(mercaptomethyl)benzene tert-butyl-4-(((6-(chloromethyl)-4-cyanopyridin-3-yl)oxy)methyl)piperidine-1-carboxylate